dithienobenzoxadiazole O1N=NC2=C1C1=C(C3=C2SC=C3)SC=C1